2-(benzhydrylideneamino)-3-(4,5,6,7-tetrahydropyrazolo[1,5-a]pyridin-7-yl)propanamide C(C1=CC=CC=C1)(C1=CC=CC=C1)=NC(C(=O)N)CC1CCCC=2N1N=CC2